3-chloro-5-((2E,4E)-5-((1R,2R,3R,6R)-3-(ethylamino)-1,2,6-trimethylcyclohexyl)-3-methylpenta-2,4-dien-1-yl)-6-hydroxy-4-methoxy-2-methylbenzaldehyde ClC=1C(=C(C=O)C(=C(C1OC)C\C=C(\C=C\[C@@]1([C@H]([C@@H](CC[C@H]1C)NCC)C)C)/C)O)C